N[C@@H]1CC[C@H](CC1)C=1SC(=CN1)C1=C(C=C(C=C1)NC(=O)NCC1=CC=CC=C1)S(NC(C)(C)C)(=O)=O trans-1-[4-[2-(4-aminocyclohexyl)thiazol-5-yl]-3-(tert-butylsulfamoyl)phenyl]-3-benzyl-urea